C(C)(C)(C)NC(=O)NC=1C=C2CN(C(N(C2=CC1)CC1=CC(=CC=C1)C(F)(F)F)=O)C 1-(tert-butyl)-3-(3-methyl-2-oxo-1-(3-(trifluoromethyl)benzyl)-1,2,3,4-tetrahydroquinazolin-6-yl)urea